2,2-dichloroethylene 2-ethylsulfinyl ethyl methyl phosphate P(=O)(OS(=O)CC)(OCC)OC.ClC(=C)Cl